N-{[3-(2-aminoethoxy)propoxy]acetyl}-3-methyl-L-valyl-(4R)-4-hydroxy-N-{(1R)-2-hydroxy-1-[4-(4-methyl-1,3-thiazol-5-yl)phenyl]ethyl}-L-prolinamide NCCOCCCOCC(=O)N[C@@H](C(C)(C)C)C(=O)N1[C@@H](C[C@H](C1)O)C(=O)N[C@@H](CO)C1=CC=C(C=C1)C1=C(N=CS1)C